acryloyl-isopropyl-phosphonic acid C(C=C)(=O)C(C)(C)P(O)(O)=O